2-Methyl-3-(4,4,5,5-tetramethyl-1,3,2-dioxaborolan-2-yl)aniline methyl-6-chloro-5-cyclopropyl-3-[[1-(2,2-difluoroethyl)-3-methyl-pyrazol-4-yl]amino]pyrazine-2-carboxylate COC(=O)C1=NC(=C(N=C1NC=1C(=NN(C1)CC(F)F)C)C1CC1)Cl.CC1=C(N)C=CC=C1B1OC(C(O1)(C)C)(C)C